N=1N(N=C2C1C=CC=C2)CCCC#CC(B2OC(CN(CC(O2)=O)C)=O)NS(=O)(=O)C2=CC=C(C=C2)[N+](=O)[O-] N-(6-(2H-benzo[d][1,2,3]triazol-2-yl)-1-(6-methyl-4,8-dioxo-1,3,6,2-dioxazaborocan-2-yl)hex-2-yn-1-yl)-4-nitrobenzenesulfonamide